[N+](=O)([O-])C12C3C4C5C3C1C5C24 nitrocubane